(1R,4R)-4-(((2-((1-(difluoromethyl)-5-methyl-1H-pyrazol-4-yl)amino)-5-fluoropyrimidin-4-yl)oxy)methyl)cyclohexan-1-ol FC(N1N=CC(=C1C)NC1=NC=C(C(=N1)OCC1CCC(CC1)O)F)F